4-Chloro-N-(3-{4-[4-(trifluoromethoxy)phenyl]-1H-imidazol-2-yl}phenyl)benzenesulfonamide ClC1=CC=C(C=C1)S(=O)(=O)NC1=CC(=CC=C1)C=1NC=C(N1)C1=CC=C(C=C1)OC(F)(F)F